tert-Butyl (5-methyl-2-(3-(3-nitrophenyl)-3-oxopropanamido)-4-(trifluoromethyl) phenyl)carbamate CC=1C(=CC(=C(C1)NC(OC(C)(C)C)=O)NC(CC(=O)C1=CC(=CC=C1)[N+](=O)[O-])=O)C(F)(F)F